tert-Butyl (2S)-2-methyl-3,6-dihydropyridine-1(2H)-carboxylate C[C@@H]1N(CC=CC1)C(=O)OC(C)(C)C